benzyl 2-O-(2,5-dichloro-6-methoxybenzoyl)-α-D-glucopyranoside ClC1=C(C(=O)O[C@H]2[C@@H](OCC3=CC=CC=C3)O[C@@H]([C@H]([C@@H]2O)O)CO)C(=C(C=C1)Cl)OC